trifluoromethylphenyl-boric acid methyliminodiacetate CN(CC(=O)O)CC(=O)O.FC(F)(F)C1=C(C=CC=C1)OB(O)O